1-(dihydrobenzopyran-3-yl)benzene-1,2-diamine O1CC(CC2=C1C=CC=C2)C2(C(C=CC=C2)N)N